C(C)(C)N([C@@H](C)C(=O)O)[P@@](=O)(OC1=CC=CC=C1)OC[C@H]1O[C@H]([C@]([C@@H]1O)(C)F)N1C2=NC(=NC(=C2N=C1)NC)N.C(C)(C)(C)C1=C(C=CC=C1)C1=CC=CC=C1 tert-butyl-(biphenyl) Isopropyl((S)-(((2R,3R,4R,5R)-5-(2-Amino-6-(Methylamino)-9H-Purin-9-Yl)-4-Fluoro-3-Hydroxy-4-Methyltetrahydrofuran-2-Yl)Methoxy)(Phenoxy)Phosphoryl)-L-Alaninate